O=C1NC(CCC1N1C(C2=CC=C(C=C2C1)NC(=O)C=1C=C2C(=NC1)N(C=C2)C2CCNCC2)=O)=O N-(2-(2,6-dioxopiperidin-3-yl)-1-oxoisoindolin-5-yl)-1-(piperidin-4-yl)-1H-pyrrolo[2,3-b]pyridine-5-carboxamide